2-(2,6-dioxopiperidin-3-yl)-4-{4-[(piperidin-4-yl)methyl]piperazin-1-yl}-2,3-dihydro-1H-isoindole-1,3-dione O=C1NC(CCC1N1C(C2=CC=CC(=C2C1=O)N1CCN(CC1)CC1CCNCC1)=O)=O